2-hydroxyethyl acetate C(C)(=O)OCCO